2-methyl-4-isothiazolinetrione CN1S(C=CC1=O)(=O)=O